(R)-5-fluoro-2-(3-(1-((1-(2-hydroxyethyl)-2-oxo-2,3-dihydro-1H-benzo[d]imidazol-5-yl)methyl)piperidin-3-yl)-1H-pyrrolo[2,3-c]pyridin-1-yl)-N-isopropyl-N-methylbenzamide FC=1C=CC(=C(C(=O)N(C)C(C)C)C1)N1C=C(C=2C1=CN=CC2)[C@@H]2CN(CCC2)CC2=CC1=C(N(C(N1)=O)CCO)C=C2